C1CC12C1(CC1)C2CO dispiro[2.0.24.13]Hept-7-yl-methanol